NCCCCCN1N=C(C(=C1)NC1=C2N=CN(C2=NC(=N1)N1C[C@H]([C@@H](C1)F)NC(C=C)=O)C(C)(C)C)CC N-[(3R,4R)-1-[6-[[1-(5-aminopentyl)-3-ethyl-pyrazol-4-yl]amino]-9-tert-butyl-purin-2-yl]-4-fluoro-pyrrolidin-3-yl]prop-2-enamide